5-((2'-(5-methoxyisoindolin-2-yl)-[2,4'-bipyrimidin]-4-yl)ethynyl)-1H-indazole COC=1C=C2CN(CC2=CC1)C1=NC=CC(=N1)C1=NC=CC(=N1)C#CC=1C=C2C=NNC2=CC1